(2,8-dimethylimidazo[1,2-a]pyrazin-6-yl)-4-methoxy-2-(piperidin-4-ylamino)pyrimidine-5-carboxamide CC=1N=C2N(C=C(N=C2C)C2=C(C(=NC(=N2)NC2CCNCC2)OC)C(=O)N)C1